C(=O)(O)CCC(=O)C1=CC2=C(S1)C=CC(=C2)OCCCOC=2C(=CC1=C(SC(=C1)C(C[C@@H](C(=O)O)C)=O)C2)OC (S)-4-(6-(3-((2-(3-carboxypropanoyl)benzo[b]thiophen-5-yl)oxy)propoxy)-5-methoxybenzo[b]thiophen-2-yl)-2-methyl-4-oxobutanoic acid